C[Si](C)(C)[N-][Si](C)(C)C.[K+] potassium bistrimethylsilyl-amide